F[C@@H]1[C@H](CN(CC1)C(=O)OC(C)(C)C)O |o1:2| tert-butyl (3S*,4S)-4-fluoro-3-hydroxypiperidine-1-carboxylate